N1C=NC2=C1C=CC(=C2)N2C([C@@H]([C@@H]2C=2C(=NC(=CC2)C=2N=NC(=CC2)C)C)C2CC2)=O (3R,4R)-1-(1H-benzo[d]imidazol-5-yl)-3-cyclopropyl-4-(2-methyl-6-(6-methylpyridazin-3-yl)pyridin-3-yl)azetidin-2-one